ClC1=C(C=CC=C1)C1(N=C(C(=N1)C1=CC=CC=C1)C1=CC=CC=C1)C1(N=C(C(=N1)C1=CC=CC=C1)C1=CC=CC=C1)C1=C(C=CC=C1)Cl 2,2'-bis(o-chlorophenyl)-4,5,4',5'-tetraphenyl-biimidazole